(2-(3,3-Difluoropyrrolidin-1-yl)-1H-imidazol-4-yl)methylpyridine FC1(CN(CC1)C=1NC=C(N1)CC1=NC=CC=C1)F